ClC1=C(C(=CC=C1)F)CC1=NOC(N1CC1=C(C=CC=C1)C)=O 3-[(2-chloro-6-fluorophenyl)methyl]-4-[(2-methylphenyl)methyl]-4,5-dihydro-1,2,4-oxadiazol-5-one